methyl (5-isobutyl-4'-((2-methyl-1H-imidazol-1-yl)methyl)-[1,1'-biphenyl]-2-yl)sulfonylcarbamate C(C(C)C)C=1C=CC(=C(C1)C1=CC=C(C=C1)CN1C(=NC=C1)C)S(=O)(=O)NC(OC)=O